P(=O)(OC[C@@H]1O[C@H]([C@@H](C1)OC)N1C(NC(C(=C1)C)=O)=O)(OCCCC)O.[Na] sodium ((2R,3R,4R,5R)-5-(5-methyl-2,4-dioxopyrimidin-1(2H)-yl)-4-methoxy-tetrahydrofuran-2-yl)-methyl butyl hydrogen phosphate